CN1C2=C(SC(C1=O)CC(=O)NC(C)C1=CC=CC=C1)N=CC=C2 2-(1-methyl-2-oxo-2,3-dihydro-1H-pyrido[2,3-b][1,4]thiazin-3-yl)-N-(1-phenylethyl)acetamide